C(C)(C)(C)OC(=O)N1CCC(=CC1)C1=NC=NC(=C1)C1=NN(C2=CC=C(C=C12)OC1(CC1)C)COCC[Si](C)(C)C 4-[6-[5-(1-methylcyclopropoxy)-1-(2-trimethylsilylethoxymethyl)indazol-3-yl]pyrimidin-4-yl]-3,6-dihydro-2H-pyridine-1-carboxylic acid tert-butyl ester